FC=1C=2N(C=C(C1)C1=CNC=3N=C(N=CC31)NC(C)C)C=CN2 5-(8-fluoroimidazo[1,2-a]pyridin-6-yl)-N-isopropyl-7H-pyrrolo[2,3-d]pyrimidin-2-amine